2-(((2-carboxyethyl)amino)methyl)isonicotinic acid C(=O)(O)CCNCC=1C=C(C(=O)O)C=CN1